C1=CC=CC2=C1C1=C3C=CC=CC3=CC=C1C=1C=CC=CC21 benzochrysene